C(C)(C)(C)C1C[C@H](CC12CCN(CC2)C(=O)O)N2C=NC1=CC=C(C=C1C2=O)OC2=C(C(=CC=C2F)F)C#N.C2(=CC=CC=C2)[C@@H](C)NCC(=O)O R-(1-phenylethyl)glycine tert-butyl-(3R)-3-[6-(2-cyano-3,6-difluoro-phenoxy)-4-oxo-quinazolin-3-yl]-8-azaspiro[4.5]decane-8-carboxylate